CC1=CC(=NC=C1OC1=CC(=C2C(=N1)N(C=N2)C)NC=2N=NC(=CC2)N2[C@H]1CN([C@@H](C2)C1)C)C#N 4-methyl-5-[3-methyl-7-[[6-[(1R,4R)-5-methyl-2,5-diazabicyclo[2.2.1]hept-2-yl]pyridazin-3-yl]amino]imidazo[4,5-b]pyridin-5-yl]oxypyridine-2-carbonitrile